NC1=C(C(N(C2=CC(=CC=C12)Br)C1=C2C=CN=C(C2=CC=C1)Cl)=O)C(=O)OC methyl 4-amino-1-(1-chloroisoquinolin-5-yl)-7-bromo-2-oxo-1,2-dihydroquinoline-3-carboxylate